N-(3-methoxy-4-(4-((3-(trifluoromethyl)pyridin-2-yl)methyl)piperazine-1-carbonyl)phenyl)quinoline-8-sulfonamide COC=1C=C(C=CC1C(=O)N1CCN(CC1)CC1=NC=CC=C1C(F)(F)F)NS(=O)(=O)C=1C=CC=C2C=CC=NC12